8-chloro-2-(6-chloropyridin-3-yl)-4-methyl-quinazoline ClC=1C=CC=C2C(=NC(=NC12)C=1C=NC(=CC1)Cl)C